CC(C)(C)C1=C(C(=C(C(=C1[N+](=O)[O-])C)C(C)=O)C)[N+](=O)[O-] 1-[4-(1,1-Dimethylethyl)-2,6-dimethyl-3,5-dinitrophenyl]ethanone